CNC(=O)C12CC3(CC(CC(C1)C3)C2)NC(=O)C2=NC(=CC=C2)C 6-Methyl-pyridine-2-carboxylic acid (3-methylcarbamoyl-adamantan-1-yl)-amide